C(C=C)C=1C=C(C(=C(C1)C1=C(C=CC(=C1)CC=C)O)O)C=CC(=O)C1=CC=C(C=C1)C(C)(C)C 3-(5,5'-diallyl-2,2'-dihydroxy-[1,1'-biphenyl]-3-yl)-1-(4-tert-butylphenyl)prop-2-en-1-one